[O-2].[Be+2].[Sn+4].[O-2].[O-2] tin beryllium oxide